4-decyloxy-9H-thioxanthen-9-one C(CCCCCCCCC)OC1=CC=CC=2C(C3=CC=CC=C3SC12)=O